2-chloro-5-cyclopropyl-7-(3,3-difluorocyclohexyl)-5H-pyrrolo[3,2-d]pyrimidine 3,3-difluorocyclohexane-1-carboxylate FC1(CC(CCC1)C(=O)O)F.ClC=1N=CC2=C(N1)C(=CN2C2CC2)C2CC(CCC2)(F)F